C(C)(C)OC(=O)C=1C2CCC(C1C(=O)OC(C)C)C2 bicyclo[2.2.1]hept-2-ene-2,3-dicarboxylic acid diisopropyl ester